6-((6-amino-5-methylpyrimidin-4-yl)amino)-8-methyl-2H-spiro[imidazo[1,5-a]pyridine-3,4'-piperidine]-1,5-dione hydrochloride Cl.NC1=C(C(=NC=N1)NC1=CC(=C2N(C1=O)C1(CCNCC1)NC2=O)C)C